CN1C(NC(N(C1=S)C)=O)=O 1,5-dimethyl-6-thioxo-[1,3,5]triazinan-2,4-dione